2-(6-bromo-2-pyridyl)-5,6-dichloro-2,3-dihydro-1-benzofuran BrC1=CC=CC(=N1)C1OC2=C(C1)C=C(C(=C2)Cl)Cl